5,12-dibutyl-3,10-bis(trifluoromethyl)quinolino(2,3-b)acridine-7,14(5h,1h)-dione C(CCC)N1C=2C=C3C(=CC2C(C=2CCC(=CC12)C(F)(F)F)=O)N(C1=CC(=CC=C1C3=O)C(F)(F)F)CCCC